C(C)N1N=C(C(=C1)C1=NC(=NC=C1)NC=1C=NN(C1)C1CCOCC1)C=1C=NC=CC1 4-(1-Ethyl-3-(pyridin-3-yl)-1H-pyrazol-4-yl)-N-(1-(tetrahydro-2H-pyran-4-yl)-1H-pyrazol-4-yl)pyrimidin-2-amine